N-(5-(2-(((1r,4r)-4-(Dimethylamino)cyclohexyl)amino)-8-isopropyl-7-oxo-7,8-dihydropyrido[2,3-d]pyrimidin-6-yl)pyridin-2-yl)-2-(trifluoromethoxy)benzenesulfonamide CN(C1CCC(CC1)NC=1N=CC2=C(N1)N(C(C(=C2)C=2C=CC(=NC2)NS(=O)(=O)C2=C(C=CC=C2)OC(F)(F)F)=O)C(C)C)C